C1(=CC=CC=C1)C1=NC(=CC(=N1)C1=CC=C(C=C1)C=1C=C2C(=CC1)N1C3=C2C=C(C=C3C=3C=C(C=CC13)C1=CC=CC=C1)C1=CC=CC=C1)C1=CC=CC=C1 5-(4-(2,6-diphenylpyrimidin-4-yl)phenyl)-2,11-diphenylindolo[3,2,1-jk]carbazole